CC=1C=C(C=CC1N)C1=CC=C(N)C=C1 3-methyl-benzidine